FC([C@@]1([C@H]2[C@@H]3CC[C@H]([C@@H](CCCC(C)(C)O)C)[C@]3(CC[C@@H]2[C@]2(CC[C@@H](CC2=C1)O)C)C)O)(F)F 7-TRIFLUOROMETHYL-7ALPHA,25-DIHYDROXYCHOLESTEROL